O=C1NC(CCC1N1C(C2=CC=CC(=C2C1=O)OCC(=O)NCCOCCO)=O)=O ((2-(2,6-Dioxopiperidin-3-yl)-1,3-Dioxoisoindolin-4-yl)oxy)-N-(2-(2-hydroxyethoxy)-ethyl)acetamide